tert-butyl 4-(5-(ethoxycarbonyl)-2-((2-(trimethylsilyl)ethoxy)methyl)-2H-1,2,3-triazol-4-yl)-3,6-dihydropyridine-1(2H)-carboxylate C(C)OC(=O)C=1C(=NN(N1)COCC[Si](C)(C)C)C=1CCN(CC1)C(=O)OC(C)(C)C